P(O)(O)(=S)O[C@H]1[C@H]([C@@](O[C@@H]1CO)(N1C=NC=2C(N)=NC=NC12)CCOC)O methoxyethyladenosine-3'-phosphorothioate